5-(((1R,2R)-2-((R)-1-HYDROXYALLYL)-2-METHYLCYCLOBUTYL)METHYL)-3',4,4',5-TETRAHYDRO-2H,2'H-SPIRO[BENZO[B][1,4]OXAZEPINE-3,1'-NAPHTHALENE]-7-CARBOXAMIDE O[C@H](C=C)[C@]1([C@@H](CC1)CN1C2=C(OCC3(CCCC4=CC=CC=C34)C1)C=CC(=C2)C(=O)N)C